FC(C(=O)O)(F)F.COC=1C=C(C=CC2=NC(=NC(=C2)C=CC2=CC(=C(C=C2)OC)OC)OCCCCCNC(=N)N)C=CC1OC 5-(4,6-bis(3,4-dimethoxystyryl)pyrimidin-2-oxy)pentylguanidine trifluoroacetate